1-(7-(8-ethyl-7-fluoro-3-hydroxynaphthalen-1-yl)-2-(((2R,7aS)-2-fluorohexahydro-1H-pyrrolizin-7a-yl)methoxy)-5,6,7,8-tetrahydropyrido[3,4-d]pyrimidin-4-yl)-3-methylpiperidin C(C)C=1C(=CC=C2C=C(C=C(C12)N1CC=2N=C(N=C(C2CC1)N1CC(CCC1)C)OC[C@]12CCCN2C[C@@H](C1)F)O)F